C(C(=O)[O-])(=O)[O-].C(C(=O)[O-])(=O)[O-].[NH4+].[NH4+].[NH4+].[NH4+] ammonium bis(oxalate)